(R)-2-amino-1-(2-(benzo[d]thiazol-6-ylsulfonyl)-2,6-dihydropyrrolo[3,4-c]pyrazol-5(4H)-yl)-2-(m-tolyl)ethan-1-one N[C@@H](C(=O)N1CC2=NN(C=C2C1)S(=O)(=O)C1=CC2=C(N=CS2)C=C1)C=1C=C(C=CC1)C